F[C@@H]1[C@H]2CC[C@@H](C[C@@H]1NC(OCC1=CC=CC=C1)=O)N2C2=C(N=C1C(=N2)N(N=C1I)C1OCCCC1)CO benzyl N-[(1R,2S,3S,5S)-2-fluoro-8-[5-(hydroxymethyl)-3-iodo-1-(oxan-2-yl)-1H-pyrazolo[3,4-b]pyrazin-6-yl]-8-azabicyclo[3.2.1]octan-3-yl]carbamate